The molecule is a nucleotide-sugar oxoanion arising from deprotonation of the diphosphate OH groups and protonation of the amino group of UDP-3-O-[(3R)-3-hydroxytetradecanoyl]-D-glucosamine. It is a conjugate base of an UDP-3-O-[(3R)-3-hydroxytetradecanoyl]-D-glucosamine. CCCCCCCCCCC[C@H](CC(=O)O[C@H]1[C@@H]([C@H](OC([C@@H]1[NH3+])OP(=O)([O-])OP(=O)([O-])OC[C@@H]2[C@H]([C@H]([C@@H](O2)N3C=CC(=O)NC3=O)O)O)CO)O)O